FC1=CC=C2CNC(C2=C1)=O 6-fluoro-1-oxo-isoindoline